N-[5-(2,6-difluoro-4-methoxyphenyl)-2-{6-[(3R)-3-hydroxypyrrolidin-1-yl]-4-methoxypyridin-2-yl}-1-methyl-3-oxo-2,3-dihydro-1H-pyrazol-4-yl]-4-(difluoromethoxy)benzamide FC1=C(C(=CC(=C1)OC)F)C1=C(C(N(N1C)C1=NC(=CC(=C1)OC)N1C[C@@H](CC1)O)=O)NC(C1=CC=C(C=C1)OC(F)F)=O